C(C=C)(=O)N1C[C@@H](CCC1)N1C(N(C=2C=NC=CC21)C2=CC=C(C=C2)OC2=C(C(=CC=C2)F)C)=O (R)-1-(1-acryloylpiperidin-3-yl)-3-(4-(3-fluoro-2-methylphenoxy)phenyl)-1H-imidazo[4,5-c]pyridin-2(3H)-one